ClS(=O)(=O)CC1CCC(CC1)C(=O)OC methyl (1r,4r)-4-((chlorosulfonyl)methyl)cyclohexane-1-carboxylate